(2R)-Tetrahydropyran-2-carbonyl chloride O1[C@H](CCCC1)C(=O)Cl